4-(4-methylnaphthalen-1-yl)-2-((4-(3-(piperazin-1-yl)propoxy)phenyl)sulfonamido)benzoic acid CC1=CC=C(C2=CC=CC=C12)C1=CC(=C(C(=O)O)C=C1)NS(=O)(=O)C1=CC=C(C=C1)OCCCN1CCNCC1